N1C(=CC=2C=NC=CC21)CNC(CN2C(C(=NC=C2C2=CC=CC=C2)NCC(=O)OCC)=O)=O ethyl (4-(2-(((1H-pyrrolo[3,2-c]pyridin-2-yl)methyl)amino)-2-oxoethyl)-3-oxo-5-phenyl-3,4-dihydropyrazin-2-yl)glycinate